BrC(C=1C=NN(C1C)C)([2H])[2H] 4-[bromo(2H2)methyl]-1,5-dimethylpyrazole